ClC1=C(C(=CC=C1)F)N1C=2N(C3=C(C1=O)C=NC(=N3)NC3=C(C=C(C=C3)N3C[C@@H](N([C@@H](C3)C)C)C)Cl)CCN2 6-(2-Chloro-6-fluorophenyl)-2-((2-chloro-4-((3S,5R)-3,4,5-trimethylpiperazin-1-yl)phenyl)amino)-8,9-dihydroimidazo[1,2-a]pyrimido[5,4-e]pyrimidin-5(6H)-one